5-bromo-3-((3-isopropoxypyridin-4-yl)methoxy)pyrazin-2-amine BrC=1N=C(C(=NC1)N)OCC1=C(C=NC=C1)OC(C)C